(R)-1-Isopropyl-4-(pyrrolidin-3-yl)piperazine C(C)(C)N1CCN(CC1)[C@H]1CNCC1